FC1(CCN(CC1)C1=NC(=CC(=N1)NC(=O)C1=C(C=C(C=C1)N=C(C1=CC=CC=C1)C1=CC=CC=C1)C1=CCC2(CC2)CC1)C)F N-[2-(4,4-difluoropiperidinyl)-6-methylpyrimidin-4-yl][4-(2,2-diphenyl-1-azavinyl)-2-spiro[2.5]oct-5-en-6-ylphenyl]carboxamide